ClC=1C=C(C=C(C1)C=1N=NC=CC1)NCCC1=CC=C(C=C1)CCN1[C@@H]([C@H]([C@@H]([C@H](C1)O)O)O)CO (2R,3R,4R,5S)-1-{2-[4-(2-{[3-chloro-5-(pyridazin-3-yl)phenyl]amino}ethyl)phenyl]ethyl}-2-(hydroxymethyl)piperidine-3,4,5-triol